N-[5-[[2-(3-methoxy-3-methyl-azetidin-1-yl)acetyl]amino]-2-methyl-3-pyridyl]-6-(1-methylpyrazol-4-yl)triazolo[1,5-a]pyridine-3-carboxamide COC1(CN(C1)CC(=O)NC=1C=C(C(=NC1)C)NC(=O)C=1N=NN2C1C=CC(=C2)C=2C=NN(C2)C)C